C(C)(C)(C)C1=CC=C(C=C1)N(C(=O)[C@@H]1N(CCOC1)C(=O)OC(C)(C)C)C(C(=O)NC1CCCCC1)C=1C=NC=CC1 tert-butyl (3R)-3-[(4-tert-butylphenyl)-[2-(cyclohexylamino)-2-oxo-1-(3-pyridyl)ethyl]carbamoyl]morpholine-4-carboxylate